FC1=CC2=C(C(=C[Se]2)CCNCCC2=CC=CC=C2)C(=C1)O 6-fluoro-4-hydroxy-3-(2-benzylmethylaminoethyl)benzoselenophene